4-(4-((1-(4-((R)-2-(3-Chloro-4-cyanophenyl)-3-methyl-2,8-diazaspiro[4.5]decan-8-yl)benzoyl)piperidin-4-yl)meth-yl)piperazin-1-yl)-N-((S)-2,6-dioxopiperidin-3-yl)benzamide ClC=1C=C(C=CC1C#N)N1CC2(C[C@H]1C)CCN(CC2)C2=CC=C(C(=O)N1CCC(CC1)CN1CCN(CC1)C1=CC=C(C(=O)N[C@@H]3C(NC(CC3)=O)=O)C=C1)C=C2